4-chloro-6-(2,3,6-trimethylphenyl)pyrimidin-2-amine ClC1=NC(=NC(=C1)C1=C(C(=CC=C1C)C)C)N